C(C1=CC=CC=C1)OC1=CC=C(C=C1)I 1-(Benzyloxy)-4-iodobenzene